5-Bromo-N-(7-cyano-2-oxo-2,3,4,5-tetrahydro-1H-benzo[b]azepin-3-yl)-6-methyl-4-oxo-1-phenyl-1,4-dihydropyridazine-3-carboxamide BrC=1C(C(=NN(C1C)C1=CC=CC=C1)C(=O)NC1CCC2=C(NC1=O)C=CC(=C2)C#N)=O